benzothiophene diborate B(O)(O)OB(O)O.S1C=CC2=C1C=CC=C2